Ammonium O-((2R,3R,5S)-5-((bis(4-methoxyphenyl)(phenyl)methoxy)methyl)-2-(2-isobutyramido-6-oxo-1,6-dihydro-9H-purin-9-yl)tetrahydrofuran-3-yl) phosphonothioate P(O[C@H]1[C@@H](O[C@@H](C1)COC(C1=CC=CC=C1)(C1=CC=C(C=C1)OC)C1=CC=C(C=C1)OC)N1C=2N=C(NC(C2N=C1)=O)NC(C(C)C)=O)([O-])=S.[NH4+]